4-(6-((R)-2-(2-isopropylphenyl)-4-(3-methoxy-4-(tetrahydro-2H-pyran-4-yl)benzyl)piperazin-1-yl)-2-azaspiro[3.3]heptan-2-yl)benzamide C(C)(C)C1=C(C=CC=C1)[C@H]1N(CCN(C1)CC1=CC(=C(C=C1)C1CCOCC1)OC)C1CC2(CN(C2)C2=CC=C(C(=O)N)C=C2)C1